N-(1-methyl-1H-pyrrolo[2,3-b]pyridin-4-yl)-4-(piperazin-1-yl)-2,3-dihydro-1H-pyrrolo[2,3-b]pyridine-1-carboxamide formate C(=O)O.CN1C=CC=2C1=NC=CC2NC(=O)N2CCC=1C2=NC=CC1N1CCNCC1